NC1=CC(=C(CCNC(OC(C)(C)C)=O)C=C1)C1CC1 tert-butyl (4-amino-2-cyclopropylphenethyl)carbamate